5-(8-(7-Acetyl-3-(tetrahydro-2H-pyran-4-yl)-5,6,7,8-tetrahydroimidazo[1,5-a]pyrazin-1-yl)isoquinolin-3-yl)-N-(4-(2-(2,6-dioxopiperidin-3-yl)-1-oxoisoindolin-4-yl)butyl)picolinamide C(C)(=O)N1CC=2N(CC1)C(=NC2C=2C=CC=C1C=C(N=CC21)C=2C=CC(=NC2)C(=O)NCCCCC2=C1CN(C(C1=CC=C2)=O)C2C(NC(CC2)=O)=O)C2CCOCC2